N1N=NN=C1N1CCCCC1 (R)-1-(1H-tetrazol-5-yl)piperidin